ethylene-1,2-diamine C(=C/N)\N